4,4'-diazido-2,2'-stilbenedisulfonic acid disodium salt [Na+].[Na+].N(=[N+]=[N-])C=1C=C(C(=CC1)C=CC=1C(=CC(=CC1)N=[N+]=[N-])S(=O)(=O)[O-])S(=O)(=O)[O-]